ClC=1C(=C(C(=CC1Cl)Cl)OC(C(=O)OC1=C(C(=C(C=C1Cl)Cl)Cl)C(=O)OCC1=CC(=CC(=C1)C)C)=O)C(=O)OCC1=CC(=CC(=C1)C)C bis(3,4,6-trichloro-2-{[(3,5-dimethylphenyl)methoxy] carbonyl}phenyl)oxalate